3-(2-pyridylethyl)thiopropyl-trimethoxysilane N1=C(C=CC=C1)CCSCCC[Si](OC)(OC)OC